2-[3-bromo-5-methyl-4-(trifluoromethyl)phenyl]-4,4,5,5-tetramethyl-1,3,2-dioxaborolane BrC=1C=C(C=C(C1C(F)(F)F)C)B1OC(C(O1)(C)C)(C)C